N-(benzofuran-2-ylmethyl)-5-chloro-3-isopropylpyrazolo[1,5-a]pyrimidin-7-amine O1C(=CC2=C1C=CC=C2)CNC2=CC(=NC=1N2N=CC1C(C)C)Cl